4-(dimethylamino)but-2-enoyl chloride hydrochloride Cl.CN(CC=CC(=O)Cl)C